FC=1C=C(C=CC2=CC=C(N(C)C)C=C2)C=CC1F 4-(3,4-difluorostyryl)-N,N-dimethylaniline